6-(1-(tert-butoxycarbonyl)piperidin-4-yl)pyrazolo[1,5-b]pyridazine-3-carboxylic acid C(C)(C)(C)OC(=O)N1CCC(CC1)C=1C=CC=2N(N1)N=CC2C(=O)O